[La].[Cr] chromium Lanthanum